CC=1C=CC(N(C1)[C@@H](CNS(=O)(=O)C)CO[C@@H]1CC[C@@H](CC1)C1=CC=CC=C1)=O |o1:7| (S or R)-N-[2-(5-methyl-2-oxo-1,2-dihydropyridin-1-yl)-3-{[(CIS)-4-phenylcyclohexyl]oxy}propyl]methane-sulfonamide